COC(NCC=1OC(=NN1)C1=NC=CN=C1NC1=CC=C(C=C1)C(F)(F)F)=O methyl-N-[[5-[3-[4-(trifluoromethyl)anilino] pyrazin-2-yl]-1,3,4-oxadiazol-2-yl] methyl]carbamate